7-Nitro-1H-indole-3-sulfonyl chloride [N+](=O)([O-])C=1C=CC=C2C(=CNC12)S(=O)(=O)Cl